C1(CC1)C(=O)NC=1C=C2C(=CN=C(C2=CN1)NC)C=1CC(CCC1)C(=O)N 3-(6-(cyclopropanecarboxamido)-1-(methylamino)-2,7-naphthyridin-4-yl)cyclohex-3-ene-1-carboxamide